FC(C1=CC=C(C=C1)N1C[C@H](NC2=CC=CC=C12)CNC(C)=O)(F)F (R)-N-((4-(4-(trifluoromethyl)phenyl)-1,2,3,4-tetrahydroquinoxalin-2-yl)methyl)acetamide